5-Chloro-N-(5-chloro-1H-pyrrolo[3,2-b]pyridin-3-yl)-1-methyl-1H-benzo[d]imidazol-2-amine ClC1=CC2=C(N(C(=N2)NC2=CNC=3C2=NC(=CC3)Cl)C)C=C1